C12C(CC3CC4C(CC13)O4)O2 1,2:5,6-Diepoxyhexahydroindan